(2-cyclopropyl-2-yl)-2-(pyridin-4-yl)pyrido[3,4-d]pyrimidin-4-amine C1C(C1)=NC=1C2=C(N=C(N1)C1=CC=NC=C1)C=NC=C2